ClC1=C(C=C(C(=C1)Cl)C(C=O)C1=CC=CC=C1)C=1C(=CC=C(C1F)OC[C@H]1OCCC1)C#N 2',4'-Dichloro-6-fluoro-5'-(2-oxo-1-phenylethyl)-5-(((S)-tetrahydrofuran-2-yl)methoxy)-[1,1'-biphenyl]-2-carbonitrile